bis[4-(2-hydroxyethoxy)phenyl]methane Lithium Glycerat C(C(O)CO)(=O)[O-].[Li+].OCCOC1=CC=C(C=C1)CC1=CC=C(C=C1)OCCO